ClC1=C(C=CC(=C1)NC(CCCCCCCCCCCCC)=O)C1=CC(OC2=CC(=CC=C12)O[C@@H](C(=O)O)C)=O (2R)-2-[4-[2-chloro-4-(tetradecanoylamino)phenyl]-2-oxo-chromen-7-yl]oxypropionic acid